O=S1(CC=2C(=NC3=CC=C4C(=C3C2CC1)C=NN4)C4=CC=C(C=C4)C(=O)N4CCN(CC4)C)=O (4-(9,9-dioxido-3,8,10,11-tetrahydropyrazolo[4,3-f]thiopyrano[3,4-c]quinolin-7-yl)phenyl)(4-methylpiperazin-1-yl)methanone